(S)-5-fluoro-N-((4-fluoropiperidin-4-yl)methyl)-6-(3-(4-(trifluoromethyl)phenyl)morpholino)pyrimidin-4-amine FC=1C(=NC=NC1N1[C@H](COCC1)C1=CC=C(C=C1)C(F)(F)F)NCC1(CCNCC1)F